N[C@H]([C@H](CC1C(NC(N(C1=O)C1CCOCC1)=O)=O)F)C1=C(C=CC(=C1)C)F 5-((2S,3S)-3-amino-2-fluoro-3-(2-fluoro-5-methylphenyl)propyl)-1-(tetrahydro-2H-pyran-4-yl)pyrimidine-2,4,6(1H,3H,5H)-trione